N-(4-Cyanobenzyl)-6-((1-(cyclopropylsulfonyl)cyclopropyl)methyl)-1-((1-(hydroxymethyl)cyclopropyl)methyl)-7-oxo-4,5,6,7-tetrahydro-1H-pyrazolo[3,4-c]pyridine-3-carboxamide C(#N)C1=CC=C(CNC(=O)C2=NN(C=3C(N(CCC32)CC3(CC3)S(=O)(=O)C3CC3)=O)CC3(CC3)CO)C=C1